NC1=C(C(=NC=C1)Br)NC[C@H](CN(C(OC(C)(C)C)=O)C)OCC tert-butyl N-[(2R)-3-[(4-amino-2-bromo-3-pyridyl)amino]-2-ethoxy-propyl]-N-methyl-carbamate